C1(CC1)N1N=CC(=C1)[C@@H]1OCCC(C1)C1=NC2=NC(=C(N=C2C(=N1)C1CC2(CC(C2)(F)F)C1)C)C 2-[(2R)-2-(1-cyclopropylpyrazol-4-yl)tetrahydropyran-4-yl]-4-(2,2-difluorospiro[3.3]heptan-6-yl)-6,7-dimethyl-pteridine